CC1=CC=C(N=N1)CNC1=NC=NC2=C(C=C(C=C12)C1=NC=C(C=N1)C)OC1CCOCC1 N-[(6-methylpyridazin-3-yl)methyl]-6-(5-methylpyrimidin-2-yl)-8-tetrahydropyran-4-yloxy-quinazolin-4-amine